(3E)-4-(2,5-dichlorothiophen-3-yl)-2-oxobut-3-enoic acid ClC=1SC(=CC1/C=C/C(C(=O)O)=O)Cl